3-methyl-5-(trifluoromethyl)-2-(2-(3-(trifluoromethyl)-5,6,7,8-tetrahydro-[1,2,4]triazolo[4,3-a]pyridin-6-yl)-2H-pyrazolo[3,4-b]pyrazin-6-yl)phenol CC=1C(=C(C=C(C1)C(F)(F)F)O)C=1C=NC=2C(N1)=NN(C2)C2CCC=1N(C2)C(=NN1)C(F)(F)F